C(C=C)OC(=O)N1CC(C1)S(=O)(=O)C1=CC=C(OC[C@H]2C[C@H](N(C2)C(=O)OC(C)(C)C)C)C=C1 tert-butyl (2R,4S)-4-((4-((1-((allyloxy) carbonyl) azetidin-3-yl) sulfonyl) phenoxy) methyl)-2-methylpyrrolidine-1-carboxylate